FC=1C=C2C(=CNC(C2=CC1F)=O)C(C)N(C(=O)NC1=CC(=CC=C1)Cl)C 1-(1-(6,7-Difluoro-1-oxo-1,2-dihydroisoquinolin-4-yl)ethyl)-3-(3-chlorophenyl)-1-methylurea